6-[[4-[5-isobutyl-2-(2H-tetrazol-5-yl)-phenyl]piperazin-1-yl]methyl]-2-methyl-1H-pyrimidin-4-one C(C(C)C)C=1C=CC(=C(C1)N1CCN(CC1)CC1=CC(N=C(N1)C)=O)C=1N=NNN1